C[C@@]12[C@@H](O)CC[C@H]1[C@@H]1CC[C@H]3CC(O)CC[C@]3(C)[C@H]1CC2 β,5α-androstanediol